C1(CC1)C1=NNC2=NC=NC(=C21)N2[C@H](CN(CC2)C(=O)OC(C)(C)C)C tert-butyl (3S)-4-{3-cyclopropyl-1H-pyrazolo[3,4-d]pyrimidin-4-yl}-3-methylpiperazine-1-carboxylate